4-(3-methoxyphenyl)-2-(morpholin-4-yl)-8-(1H-pyrazol-5-yl)-1,7-naphthyridine COC=1C=C(C=CC1)C1=CC(=NC2=C(N=CC=C12)C1=CC=NN1)N1CCOCC1